4-fluoro-2,3-dimethylphenylmethanesulfonate FC1=C(C(=C(C=C1)CS(=O)(=O)[O-])C)C